BrC=1C=CC2=CC(=CC=C2C1)C1=CC=CC=C1 3-bromo(7-phenyl)naphthalene